1,3-bis(hydrazinocarbonylethyl)hydantoin N(N)C(=O)CCN1C(=O)N(C(=O)C1)CCC(=O)NN